ClC1=C(OCC(=O)[O-])C=CC(=C1)Cl.OCC[NH2+]CCO bis(2-hydroxyethyl)ammonium (2,4-dichlorophenoxy)acetate